9-(cyclopropylmethyl)-6-((2S,5R)-4-(1-(4-fluorophenyl)-2-methylpropyl)-2,5-dimethylpiperazin-1-yl)-2-hydrazineyl-9H-purine C1(CC1)CN1C2=NC(=NC(=C2N=C1)N1[C@H](CN([C@@H](C1)C)C(C(C)C)C1=CC=C(C=C1)F)C)NN